ClC12CC(C1)(C2)N2N=C1N(C2=O)[C@@H](CC1)C1=NC=CN=C1 (S)-2-(3-chlorobicyclo[1.1.1]pentan-1-yl)-5-(pyrazin-2-yl)-2,5,6,7-tetrahydro-3H-pyrrolo[2,1-c][1,2,4]triazol-3-one